N-tert-Butoxycarbonyl-N-[[3-(difluoromethyl)-7-[4-(trifluoromethoxy)phenyl]-4-vinyl-benzimidazol-5-yl]methyl]carbamic acid tert-butyl ester C(C)(C)(C)OC(N(CC1=C(C2=C(N=CN2C(F)F)C(=C1)C1=CC=C(C=C1)OC(F)(F)F)C=C)C(=O)OC(C)(C)C)=O